8-(2-hydroxybenzoylamino)caprylic acid OC1=C(C(=O)NCCCCCCCC(=O)O)C=CC=C1